METHYL PHENYL SULFOXIDE C1(=CC=CC=C1)S(=O)C